N-(1-Methyl-6-indazolyl)-4-(7-methyl-1-phenyl-3,4-dihydro-1H-isoquinolin-2-yl)-4-oxobutyric acid amide CN1N=CC2=CC=C(C=C12)NC(CCC(=O)N1C(C2=CC(=CC=C2CC1)C)C1=CC=CC=C1)=O